C(#N)C=1C=C(C=CC1C(=O)OC)N1CCN(CCC1)C(=O)OC(C)(C)C tert-butyl 4-(3-cyano-4-(methoxycarbonyl)phenyl)-1,4-diazepane-1-carboxylate